8-chlorobenzazepine-3-Carboxylic acid methyl ester COC(=O)C1=CNC2=C(C=C1)C=CC(=C2)Cl